1-cyclopropyl-6-(4-(3,3-dimethylpyrrolidin-1-yl)pyrrolo[2,1-F][1,2,4]triazin-5-yl)-2-methyl-1H-imidazo[4,5-b]pyridine C1(CC1)N1C(=NC2=NC=C(C=C21)C=2C=CN1N=CN=C(C12)N1CC(CC1)(C)C)C